FC=1C=C(C=NC1)[C@H](CNCCC1CCC(CC1)OC)O (R)-1-(5-fluoropyridin-3-yl)-2-((2-((1R,4R)-4-methoxycyclohexyl)ethyl)amino)ethan-1-ol